CN1CSN=C1C 3,4-dimethyl-1,3,5-thiadiazol